Pentyl 9-((4-((2-(methylamino)-3,4-dioxocyclobut-1-en-1-yl)amino)butyl)(5-(nonadecan-10-yloxy)-5-oxopentyl)amino)nonanoate CNC1=C(C(C1=O)=O)NCCCCN(CCCCCCCCC(=O)OCCCCC)CCCCC(=O)OC(CCCCCCCCC)CCCCCCCCC